4-(2-({2-[3-methyl-6-(methylcarbamoyl)-1H-indol-1-yl]propanoyl}amino)-4-[(4-methyl-1H-pyrazol-1-yl)methyl]phenyl)butanoic acid CC1=CN(C2=CC(=CC=C12)C(NC)=O)C(C(=O)NC1=C(C=CC(=C1)CN1N=CC(=C1)C)CCCC(=O)O)C